N=1N(N=CC1)CCCN1CC(CC1)C1=CNC=2C=CC=C(C12)O 3-(1-(3-(2H-1,2,3-triazol-2-yl)propyl)pyrrolidin-3-yl)-1H-indol-4-ol